FC(C=1C(=C(C=CC1)[C@@H](C)NC=1C2=C(N=C(N1)C)C=NC(=C2)C2(CCN(CC2)C(C)=O)C)F)F (R)-1-(4-(4-((1-(3-(difluoromethyl)-2-fluorophenyl)ethyl)amino)-2-methylpyrido[3,4-d]pyrimidin-6-yl)-4-methylpiperidin-1-yl)ethan-1-one